propenyl-diphenylethoxysilane C(=CC)[SiH2]OCC(C1=CC=CC=C1)C1=CC=CC=C1